[Cl].[S].N ammonia sulfur chlorine